O1CC[C@@H](C2=C1C=CC=C2)NC(=O)C=2C=NC1=CC(=CN=C1C2N2CCOCC2)F N-[(4S)-3,4-dihydro-2H-1-benzopyran-4-yl]-7-fluoro-4-(morpholin-4-yl)-1,5-naphthyridine-3-carboxamide